7-(Cyclopentylamino)-5-fluoro-2-(((1-methylpiperidin-4-yl)thio)methyl)quinazolin-4(3H)-one C1(CCCC1)NC1=CC(=C2C(NC(=NC2=C1)CSC1CCN(CC1)C)=O)F